ClC1=CC=C(S1)CNC1=CC(=NN1)C1CCN(CC1)CC1=CN=CO1 N-[(5-Chlorothiophen-2-yl)methyl]-3-[1-(1,3-oxazol-5-ylmethyl)piperidin-4-yl]-1H-pyrazol-5-amin